2-hydroxy-2,6-benzenedicarboxaldehyde OC1(CC(=CC=C1)C=O)C=O